C(C)(C)(C)C1=C(C(=CC(=C1)C)C(C)(C)C)O 2,6-di-tert.-butyl-4-methyl-phenol